2-(1-(2-chloroethyl)-1H-indol-3-yl)malonic acid ClCCN1C=C(C2=CC=CC=C12)C(C(=O)O)C(=O)O